Tungsten(VI) Oxide [W](=O)(=O)=O